C1(=CC=CC=C1)[C@@H](C1CCN(CC1)C(=O)N1C[C@@H]2[C@@H](OCC(N2)=O)CC1)C1=CC=C(C=C1)C |o1:6| (4aR,8aS)-6-(4-((R or S)-Phenyl(p-tolyl)methyl)piperidine-1-carbonyl)hexahydro-2H-pyrido[4,3-b][1,4]oxazin-3(4H)-one